C(C)(=O)OC[C@@]1(C([C@H]1CCO)(F)F)C ((1R,3S)-2,2-difluoro-3-(2-hydroxyethyl)-1-methylcyclopropyl)methyl acetate